IC=1N(C2=CC=CC(=C2C1)NC1CCN(CC1)CC(CO)O)CC(F)(F)F 3-(4-((2-iodo-1-(2,2,2-trifluoroethyl)-1H-indol-4-yl)amino)piperidin-1-yl)propane-1,2-diol